(S)-1-(tert-Butyldimethylsilyloxymethyl)-2,2-difluoroethylamine [Si](C)(C)(C(C)(C)C)OC[C@@H](C(F)F)N